OC=1C=NN(C1C=1C=CC=NC1)C 5-(4-hydroxy-1-methyl-1H-pyrazol-5-yl)pyridin